CC=1C=C2C=C(C(=NC2=C(C1)C)C=1OC2=C(C1C)C=CC=C2)C(=O)O 6,8-dimethyl-2-(3-methyl-1-benzofuran-2-yl)quinoline-3-carboxylic acid